ClC1=CC=C2CCC(C2=C1)=O 6-Chloro-2,3-dihydro-1H-inden-1-one